2-((4-(dimethylamino)-4-methylpent-2-ynoyl)thio)acetic acid CN(C(C#CC(=O)SCC(=O)O)(C)C)C